(R)-3-((3,5-difluorobenzyl)oxy)-7,8,8a,9-tetrahydropyrrolo[1',2':3,4]imidazo[1,2-c]pyrimidin-1(6H)-one FC=1C=C(COC=2C=C3N(C(N2)=O)C[C@@H]2N3CCC2)C=C(C1)F